tert-Butyl (S)-(5-(2-(4-chlorobenzoyl)hydrazinyl)-4-(1,3-dioxoisoindolin-2-yl)-5-oxopentyl)carbamate ClC1=CC=C(C(=O)NNC([C@H](CCCNC(OC(C)(C)C)=O)N2C(C3=CC=CC=C3C2=O)=O)=O)C=C1